[Si].S[Ti] sulfhydryl-titanium silicon